tellurium bismuth salt [Bi].[Te]